[Si](C)(C)(C(C)(C)C)O[C@H]1C[C@@H](O[C@@H]1COP1(O[C@@H]([C@@H](S1)C)C)=S)N1C(NC(C(=C1)C)=O)=O 1-((2R,4S,5R)-4-((tert-butyldimethylsilyl)oxy)-5-((((4S,5R)-4,5-dimethyl-2-sulfido-1,3,2-oxathiaphospholan-2-yl)oxy)methyl)tetrahydrofuran-2-yl)-5-methylpyrimidine-2,4(1H,3H)-dione